p-Phenylene Sulfide C12=CC=C(C=C1)S2